C(C)OC(=O)C1=C(N=C(S1)NC1=NC(=CC(=N1)N1CCC(CC1)O)N1CC(CCC1)C(=O)O)C 2-[4-(4-hydroxypiperidin-1-yl)-6-(3-carboxypiperidin-1-yl)-pyrimidin-2-ylamino]-4-methylthiazole-5-carboxylic acid ethyl ester